hexaethylene glycol diacrylate C(C=C)(=O)OCCOCCOCCOCCOCCOCCOC(C=C)=O